C(CCCCCCC)C(CCCCCCCC)OC(CCCCCCCOC(=O)[C@H]1N(C[C@H](C1)O)CCCCCC(OCCCCCCCCCCC)=O)=O [8-(1-octylnonoxy)-8-oxo-octyl](2S,4S)-4-hydroxy-1-(6-oxo-6-undecoxy-hexyl)pyrrolidine-2-carboxylate